(4-nitro-2-(trifluoromethyl)phenoxy)piperidine [N+](=O)([O-])C1=CC(=C(ON2CCCCC2)C=C1)C(F)(F)F